(S,E)-7-Amino-1-(4-(2-fluorophenoxy)phenyl)-3-(1-(4-methoxybut-2-enoyl)pyrrolidin-3-yl)-1,5-dihydro-4H-pyrrolo[2,3-d]pyridazin-4-on NC1=NNC(C2=C1N(C=C2[C@H]2CN(CC2)C(\C=C\COC)=O)C2=CC=C(C=C2)OC2=C(C=CC=C2)F)=O